2-[4-(4-chlorophenyl)-5-[2-(difluoromethyl)pyridin-4-yl]-1H-imidazol-1-yl]-N-[(3S)-1-methylpyrrolidin-3-yl]acetamide ClC1=CC=C(C=C1)C=1N=CN(C1C1=CC(=NC=C1)C(F)F)CC(=O)N[C@@H]1CN(CC1)C